Cl.NCC1=CC(=C(C(=O)OC)C=C1)[N+](=O)[O-] Methyl 4-(aminomethyl)-2-nitrobenzoate hydrochloride